NC1=C(C(=NN1C1CC(C1)(C)O)C1=CC=C2C(=NC(=NC2=C1)C1=CC=CC=C1)OC)C#N 5-amino-1-((1s,3s)-3-hydroxy-3-methylcyclobutyl)-3-(4-methoxy-2-phenylquinazolin-7-yl)-1H-pyrazole-4-carbonitrile